tert-butyl (2R,5R)-4-(bis(4-fluorophenyl) methyl)-5-(hydroxymethyl)-2-methylpiperazine-1-carboxylate FC1=CC=C(C=C1)C(N1C[C@H](N(C[C@@H]1CO)C(=O)OC(C)(C)C)C)C1=CC=C(C=C1)F